3,4,5-trihydroxybenzoate OC=1C=C(C(=O)[O-])C=C(C1O)O